COC1=CC=C(C=C1)CN(C1=NC=2C=CC=CC2C2=C1N=C(N2CC2=CC=C(C=C2)CN2CCCC2)CC(=O)[O-])CC2=CC=C(C=C2)OC 2-(4-{bis[(4-methoxyphenyl)methyl]amino}-1-({4-[(pyrrolidin-1-yl)methyl]phenyl}methyl)-1H-imidazo[4,5-c]quinolin-2-yl)acetate